FC1=C2C(=NC(N(C2=CC=C1F)C([2H])([2H])[2H])=O)N1CCCC2=C(C=NC=C12)C#CC1(CC1)C(F)(F)F 5,6-difluoro-1-(methyl-d3)-4-(5-((1-(trifluoromethyl)cyclopropyl)ethynyl)-3,4-dihydro-1,7-naphthyridin-1(2H)-yl)quinazolin-2(1H)-one